4-(2-(4-chloro-3-fluorophenoxy)-4-methyl-5-nitrophenyl)-6-methyl-1,6-dihydro-7H-pyrrolo[2,3-c]pyridin-7-one ClC1=C(C=C(OC2=C(C=C(C(=C2)C)[N+](=O)[O-])C=2C3=C(C(N(C2)C)=O)NC=C3)C=C1)F